O=C1NC(CCC1NC1=CC(=C(C=C1)C1CCNCC1)F)=O 4-(4-((2,6-dioxopiperidin-3-yl)amino)-2-fluorophenyl)piperidin